(3S,4S)-4-((S)-5H-imidazo[5,1-a]isoindol-5-yl)-1-(methylsulfonyl)piperidin-3-ol tert-butyl-4-(2-(tert-butyldimethylsilyl)-4-(3-hydroxyoxetan-3-yl)thiazol-5-yl)piperidine-1-carboxylate C(C)(C)(C)C1N(CCC(C1)C1=C(N=C(S1)[Si](C)(C)C(C)(C)C)C1(COC1)O)C(=O)O[C@@H]1CN(CC[C@H]1[C@@H]1N2C(C3=CC=CC=C13)=CN=C2)S(=O)(=O)C